boric acid compound with potassium bifluoride F[H-]F.[K+].B(O)(O)O